CN1C(C2=CC=CC=C2C(C1=O)(CC1=CC=C(C=C1)C)C)=O 2,4-dimethyl-4-(p-tolylmethyl)isoquinoline-1,3(2H,4H)-dione